2-(bromomethyl)oxirane isopropyl-cis-2-(((1-(1,3-benzothiazol-2-yl)piperidin-4-yl)oxy)methyl)-3-((methylsulfonyl)amino)piperidine-1-carboxylate C(C)(C)OC(=O)N1[C@H]([C@H](CCC1)NS(=O)(=O)C)COC1CCN(CC1)C=1SC2=C(N1)C=CC=C2.BrCC2OC2